10,14-Bis(5-(2-ethylhexyl)thiophen-2-yl)-dipyrido[3,2-a:2',3'-c][1,2,5]thiadiazolo[3,4]phenazine C(C)C(CC1=CC=C(S1)C1=C2N=C3C4=C(C5=C(C3=NC2=C2C(=C1)NSN2C=2SC(=CC2)CC(CCCC)CC)C=CC=N5)N=CC=C4)CCCC